ytterbium (III) tris(cyclopentadiene) C1=CC=CC1.C1=CC=CC1.C1=CC=CC1.[Yb+3]